S(N1C(C=2C(C1=O)=CC=CC2)=O)N2C(C=1C(C2=O)=CC=CC1)=O N,N'-Thio-bis(phthalimide)